FC(C=1C=CC(=NC1)[C@H]1CC[C@@H]2N(CCNC2)C1)(F)F (7S,9aS)-7-[5-(trifluoromethyl)-2-pyridyl]-1,2,3,4,6,8,9,9a-octahydropyrido[1,2-a]pyrazin